(2r,4s)-2-[2-(o-Tolyl)-7-azaspiro[3.5]nonane-7-carbonyl]-5-azaspiro[3.4]octan C1(=C(C=CC=C1)C1CC2(C1)CCN(CC2)C(=O)C2CC1(C2)NCCC1)C